COC1=CC=C(C=2NC3=CC=CC=C3C(C12)=S)OC 1,4-dimethoxy-10H-acridine-9-thione